6-chloro-3,4-dihydro-2H-benzo[b][1,4]oxazine-3-carboxylic acid ethyl ester C(C)OC(=O)C1NC2=C(OC1)C=CC(=C2)Cl